3-Cyclohexyl-N-[3-({4-[(4-fluorophenyl)methoxy]-2-methylphenyl}amino)phenyl]propanamide C1(CCCCC1)CCC(=O)NC1=CC(=CC=C1)NC1=C(C=C(C=C1)OCC1=CC=C(C=C1)F)C